2,2-bis(bromomethyl)-1,3-propylene glycol BrCC(CO)(CO)CBr